2-(((3-(6-(hydroxyethyl)pyrimidin-4-yl)imidazo[1,2-b]pyridazin-6-yl)-amino)-methyl)phenol OCCC1=CC(=NC=N1)C1=CN=C2N1N=C(C=C2)NCC2=C(C=CC=C2)O